N-(((4-nitrobenzyl)oxy)carbonyl)-O-((1-(trifluoromethyl)cyclopropyl)methyl)-L-threonine [N+](=O)([O-])C1=CC=C(COC(=O)N[C@@H]([C@H](OCC2(CC2)C(F)(F)F)C)C(=O)O)C=C1